2-(4-chlorophenyl)-2-(1-(4-propoxypiperidine-1-carbonyl)piperidin-4-ylidene)acetonitrile ClC1=CC=C(C=C1)C(C#N)=C1CCN(CC1)C(=O)N1CCC(CC1)OCCC